6-(ethylthio)-1-methyl-1H-pyrazolo[3,4-d]pyrimidin-4-amine hydrochloride Cl.C(C)SC1=NC(=C2C(=N1)N(N=C2)C)N